NC=1C(=NN2C1C=CC=C2)OCCO 2-(3-aminopyrazolo[1,5-a]pyridin-2-yloxy)ethanol